CC(C#CC1=CC2=C(OC[C@@H](C(N2C)=O)NC(C2=NC=CC(=C2)OC2=CC=CC=C2)=O)C=C1)(C)C (S)-N-(7-(3,3-dimethylbut-1-yn-1-yl)-5-methyl-4-oxo-2,3,4,5-tetrahydrobenzo[b][1,4]oxazepin-3-yl)-4-phenoxypicolinamide